4-(5-fluoro-2-methoxypyridin-4-yl)isoindolin-1-one FC=1C(=CC(=NC1)OC)C1=C2CNC(C2=CC=C1)=O